3-(3,5-di-tert-butyl-4-hydroxyphenyl)propanate C(C)(C)(C)C=1C=C(C=C(C1O)C(C)(C)C)CCC(=O)[O-]